2-chloro-4-(cyclopentyloxy)benzaldehyde ClC1=C(C=O)C=CC(=C1)OC1CCCC1